N-[3-(4-Chlorophenyl)-1-(2,4-dichlorophenyl)-1H-pyrazol-5-yl]formamide ClC1=CC=C(C=C1)C1=NN(C(=C1)NC=O)C1=C(C=C(C=C1)Cl)Cl